(S)-1-(2-(8-amino-1-(4-anilinophenoxy)imidazo[1,5-a]pyrazin-3-yl)pyrrolidin-1-yl)but-2-yn-1-one NC=1C=2N(C=CN1)C(=NC2OC2=CC=C(C=C2)NC2=CC=CC=C2)[C@H]2N(CCC2)C(C#CC)=O